((3-aminophenyl)imino)dimethyl-λ6-sulfanone NC=1C=C(C=CC1)N=S(=O)(C)C